NC1=NC=2N=CC(=CC2C2=C1C(OC2)C)C(=O)N(CC2=CC=C(C=C2)C#C)CC2CC2 4-amino-N-(cyclopropylmethyl)-N-[(4-ethynylphenyl)methyl]-3-methyl-1,3-dihydrofuro[3,4-c]naphthyridine-8-carboxamide